5-Methyl-6-oxo-8-(4-(4-(trifluoromethoxy)phenoxy)piperidin-1-yl)-5,6-dihydro-1,5-naphthyridin-2,7-dicarbonitril CN1C=2C=CC(=NC2C(=C(C1=O)C#N)N1CCC(CC1)OC1=CC=C(C=C1)OC(F)(F)F)C#N